NCCS(=O)(=O)C1=CC=C(C(=C1S(=O)(=O)N)C=1N=NNN1)C1=C2C=CC=NC2=CC=C1 6-((2-aminoethyl)sulfonyl)-3-(quinolin-5-yl)-2-(2H-tetrazol-5-yl)benzenesulfonamide